Cl.N1=CN=C(C2=C1C=CS2)N thieno[3,2-d]pyrimidin-4-amine hydrochloride